ClC1=C(C=CC=2N=C(SC21)C)C2=NNC1=NC(=C(N=C12)C)N1[C@@H]2[C@H]([C@H](C[C@H]1CC2)N)F (1S,2S,3S,5R)-8-[3-(7-chloro-2-methyl-1,3-benzothiazol-6-yl)-5-methyl-1H-pyrazolo[3,4-b]pyrazin-6-yl]-2-fluoro-8-azabicyclo[3.2.1]octan-3-amine